BrC1=CC(=C(C=C1)CCNC(OC(C)(C)C)=O)C(=O)C=1N(C=CN1)C tert-butyl N-{2-[4-bromo-2-(1-methylimidazole-2-carbonyl)phenyl]ethyl}carbamate